4-[1-(3-bromopropyl)-1H-indol-3-yl]-butyric acid BrCCCN1C=C(C2=CC=CC=C12)CCCC(=O)O